4,7-methanoindane-1-carboxaldehyde C1(CCC=2C3=CC=C(C12)C3)C=O